12-((2-(2,6-dioxopiperidin-3-yl)-1,3-dioxoisoindolin-4-yl)amino)-N-(2-((S)-1-(3-ethoxy-4-methoxyphenyl)-2-(methylsulfonyl)ethyl)-1,3-dioxoisoindolin-4-yl)-dodecanamide O=C1NC(CCC1N1C(C2=CC=CC(=C2C1=O)NCCCCCCCCCCCC(=O)NC1=C2C(N(C(C2=CC=C1)=O)[C@H](CS(=O)(=O)C)C1=CC(=C(C=C1)OC)OCC)=O)=O)=O